N-[4-[[4-[[2-(6-methyl-2-pyridyl)pyrrolo[2,1-f][1,2,4]triazin-4-yl]amino]pyrimidin-2-yl]amino]phenyl]piperidine-4-carboxamide CC1=CC=CC(=N1)C1=NN2C(C(=N1)NC1=NC(=NC=C1)NC1=CC=C(C=C1)NC(=O)C1CCNCC1)=CC=C2